5-Chloro-N2-(2,2-difluoro-1,3-benzodioxolan-5-yl)-N4-(2-dimethylphosphonoanilino)pyrimidine-2,4-diamine ClC=1C(=NC(=NC1)NC1=CC2=C(OC(O2)(F)F)C=C1)NNC1=C(C=CC=C1)P(=O)(OC)OC